Cl.CC1=CC=C(C=C1)[C@@H]([C@@H](N)C1=CC=C(C=C1)C)N (1S,2S)-1,2-bis(4-methylphenyl)ethylenediamine hydrochloride